FC1=C(NC=2C3=C(N=CN2)C=CC(=N3)O[C@@H]3CN(CC3)C(=O)OC(C)(C)C)C=CC(=C1F)OCC13COC(C1)C3 tert-butyl (3S)-3-[4-[2,3-difluoro-4-(2-oxabicyclo[2.1.1]hexan-4-ylmethoxy)anilino]pyrido[3,2-d]pyrimidin-6-yl]oxypyrrolidine-1-carboxylate